FC=1C(=C(C=CC1F)[C@H]1[C@@H](O[C@@]([C@@H]1C)(C(F)(F)F)C)C(=O)NC1=CC(=NC(=C1)F)C(=O)N)OC 4-[[(2R,3S,4R,5S)-3-(3,4-Difluoro-2-methoxy-phenyl)-4,5-dimethyl-5-(trifluoromethyl)tetrahydrofuran-2-carbonyl]amino]-6-fluoro-pyridin-2-carboxamid